N-((1r,4r)-4-((3-(2-aminobenzo[d]oxazol-5-yl)-2-oxo-2,3-dihydro-1H-benzo[d]imidazol-1-yl)methyl)cyclohexyl)-5-chloro-2-methylnicotinamide NC=1OC2=C(N1)C=C(C=C2)N2C(N(C1=C2C=CC=C1)CC1CCC(CC1)NC(C1=C(N=CC(=C1)Cl)C)=O)=O